COC([C@@H](N(NC(=O)C=1OC2=CC=CC(=C2C(C1)=O)OC1=CC=C(C=C1)Br)C)CC1=CC=CC=C1)=O methyl-(5-((4-bromophenyl)oxy)-4-oxo-4H-chromene-2-carbonylamino)-L-phenylalanine methyl ester